(R/S)-4-((5-(Acetoxymethyl)-2H-tetrazol-2-yl)(phenyl)methyl)piperidine-1-carboxylic acid tert-butyl ester C(C)(C)(C)OC(=O)N1CCC(CC1)[C@H](C1=CC=CC=C1)N1N=C(N=N1)COC(C)=O |r|